[Nb].[Al] ALUMINIUM-NIOBIUM